2-bromo-7,8-dichloro-3-fluoro-1,5-naphthyridine BrC1=NC2=C(C(=CN=C2C=C1F)Cl)Cl